3-[(5-chloro-1H-indol-2-yl)methyl]-1-methyl-1-{1-[3-(1H-pyrazol-1-yl)propanoyl]piperidin-3-yl}urea ClC=1C=C2C=C(NC2=CC1)CNC(N(C1CN(CCC1)C(CCN1N=CC=C1)=O)C)=O